(1-(but-3-en-1-yl)-1H-pyrrole-2-carbonyl)benzonitrile C(CC=C)N1C(=CC=C1)C(=O)C1=C(C#N)C=CC=C1